C(C)(C)(C)C1N(CCC(C1)C1=CC(=C(C=C1)B1OC(C(O1)(C)C)(C)C)CC)C(=O)OCC1(N(CC(C1)(F)F)C)C (4,4-difluoro-1,2-dimethyl-pyrrolidin-2-yl)methanol tert-butyl-4-(3-ethyl-4-(4,4,5,5-tetramethyl-1,3,2-dioxaborolan-2-yl)phenyl)piperidine-1-carboxylate